C[Si](O[Si](O[Si](C)(C)C)(C)O[Si](O[Si](O[Si](C)(C)C)(O[Si](C)(C)C)C)(O[Si](O[Si](C)(C)C)(O[Si](C)(C)C)C)CCC(=O)OC=C)(C)C vinyl 3-(5-((1,1,1,3,5,5,5-heptamethyltrisiloxan-3-yl)oxy)-1,1,1,3,7,9,9,9-octamethyl-3,7-bis((trimethylsilyl)oxy)pentasiloxan-5-yl)propanoate